CC1=C(C(=NC(=C1C(=O)OC1CCC2CCC(CC2C1)OC(C1=C(N=C(C(=C1C)F)C1=CC=CC=C1)Cl)=O)Cl)C1=CC=CC=C1)F 2,7-decalindiol methyl-2-chloro-5-fluoro-6-phenylnicotinate methyl-2-chloro-5-fluoro-6-phenylnicotinate